N-benzyl-N-(6,7-dimethoxy-3,4-dihydronaphthalen-2-yl)-3-methoxy-4-methylbenzamide C(C1=CC=CC=C1)N(C(C1=CC(=C(C=C1)C)OC)=O)C1=CC2=CC(=C(C=C2CC1)OC)OC